2-bromo-7-((1r,4r)-4-(2-fluoro-6-methylphenyl)cyclohexyl)-5-((3-(trifluoromethyl)pyridin-2-yl)methyl)pyrido[2,3-b]pyrazin-6(5H)-one BrC=1N=C2C(=NC1)N(C(C(=C2)C2CCC(CC2)C2=C(C=CC=C2C)F)=O)CC2=NC=CC=C2C(F)(F)F